C(C1=CC=CC=C1)OP(=O)(OCC1=CC=CC=C1)OCCNC(OC(C)(C)C)=O tert-butyl (2-{[bis(benzyloxy)phosphoryl]oxy}ethyl)carbamate